N-phenylundecane-1,11-diamine C1(=CC=CC=C1)NCCCCCCCCCCCN